3-carboxy-4-methyl-5-propyl-2-furanepropionate C(=O)(O)C1=C(OC(=C1C)CCC)CCC(=O)[O-]